(S)-6-(1-amino-1,3-dihydrospiro[indene-2,4'-piperidine]-1'-yl)-3-(1-(thiophen-2-yl)cyclobutyl)-1,5-dihydro-4H-pyrazolo[3,4-d]pyrimidin-4-one N[C@@H]1C2=CC=CC=C2CC12CCN(CC2)C=2NC(C1=C(N2)NN=C1C1(CCC1)C=1SC=CC1)=O